4-benzhydryl-2,5-cyclohexadiene-1-imine C(C1=CC=CC=C1)(C1=CC=CC=C1)C1C=CC(C=C1)=N